FC=1C=C(C=CC1C[C@@H]1C(C[C@H](C1)F)O)[C@@H](C(=O)O)C (S)-2-(3-fluoro-4-(((1S,4S)-4-fluoro-2-hydroxycyclopentyl)methyl)phenyl)propionic acid